OC=1C=C(C=CC1O)C(CCN1CC2=CC=CC=C2C1)=O 1-(3,4-dihydroxyphenyl)-3-(isoindolin-2-yl)propan-1-one